N-(2-bromo-3-chlorophenyl)-4-hydroxy-2-oxo-1,2,5,6-tetrahydropyridine-3-carbothioamide BrC1=C(C=CC=C1Cl)NC(=S)C=1C(NCCC1O)=O